C(CC)OC=1C=CC=CC1 3-propoxybenzene